COC1=C(CNC)C=CC(=C1)OC 2,4-dimethoxy-N-methylbenzylamine